2-(N,N-bis(tert-Butoxycarbonyl))amino-4-(5-methoxy-3-methyl-2-nitrophenyl)thiazole-5-carboxylic acid ethyl ester C(C)OC(=O)C1=C(N=C(S1)N(C(=O)OC(C)(C)C)C(=O)OC(C)(C)C)C1=C(C(=CC(=C1)OC)C)[N+](=O)[O-]